5-(2-Amino-6-methylpyridin-4-yl)-N-((6-((3R,5S)-3,5-dimethylpiperazin-1-yl)pyridin-2-yl)methyl)-7H-pyrrolo[2,3-d]pyrimidin-4-amine NC1=NC(=CC(=C1)C1=CNC=2N=CN=C(C21)NCC2=NC(=CC=C2)N2C[C@H](N[C@H](C2)C)C)C